N-(4-(1-(3-(pyrrolidin-1-yl)phenyl)-1H-pyrazol-4-yl)phenyl)methanesulfonamide N1(CCCC1)C=1C=C(C=CC1)N1N=CC(=C1)C1=CC=C(C=C1)NS(=O)(=O)C